N-(2-(3-methoxyazetidin-1-yl)-5-(trifluoromethyl)pyridin-4-yl)-6-(1-methyl-1H-pyrazol-4-yl)picolinamide COC1CN(C1)C1=NC=C(C(=C1)NC(C1=NC(=CC=C1)C=1C=NN(C1)C)=O)C(F)(F)F